6-((1S,2S)-2-(4,4,5,5-tetramethyl-1,3,2-dioxaborolan-2-yl)cyclopropyl)-1-(2,2,2-trifluoroethyl)-1H-indazole CC1(OB(OC1(C)C)[C@@H]1[C@H](C1)C1=CC=C2C=NN(C2=C1)CC(F)(F)F)C